FC(C(=O)O)(F)F.FC(C(=O)O)(F)F.FC(C(=O)O)(F)F.COC(=O)C1CCN(CC1)C(C(CCCC)NC([C@@H](CC1CC1)NC([C@@H](CC1=CC=CC=C1)N)=O)=O)=O [2-[[(2R)-2-[[(2R)-2-amino-3-phenyl-propionyl]amino]-3-cyclopropyl-propionyl]amino]hexanoyl]piperidine-4-carboxylic acid methyl ester Tritrifluoroacetate